4-(3-(4-methoxyphenyl)-2-oxo-7-((2,2,2-trifluoroethyl)amino)-3,4-dihydropyrimido[4,5-d]pyrimidin-1(2H)-yl)-N-methylbenzamide COC1=CC=C(C=C1)N1C(N(C2=NC(=NC=C2C1)NCC(F)(F)F)C1=CC=C(C(=O)NC)C=C1)=O